tributyl-phosphonium borate B([O-])([O-])[O-].C(CCC)[PH+](CCCC)CCCC.C(CCC)[PH+](CCCC)CCCC.C(CCC)[PH+](CCCC)CCCC